6-iodo-N4-(2-methoxy-2-methylpropyl)thieno[3,2-d]Pyrimidine-2,4-diamine IC1=CC=2N=C(N=C(C2S1)NCC(C)(C)OC)N